S(=O)(=O)(O)C(F)(F)C(F)(F)C(F)(F)C(F)(F)F.C1(=CC=CC=C1)C(CC1=C(C=CC=C1)C1=CC=CC=C1)C 2-phenylpropanyl 1,1'-biphenyl-nonaflate